C1=C(C=CC=2C3=CC=CC=C3C3(C12)C1=CC=CC=C1C=1C=CC=CC13)C1=NC(=NC(=N1)C1=CC=3C2(C4=CC=CC=C4C3C=C1)C1=CC=CC=C1C=1C=CC=CC12)C1=CC=2C3(C4=CC=CC=C4C2C=C1)C1=CC=CC=C1C=1C=CC=CC13 2,4,6-tris(9,9'-Spirobifluoren-2-yl)-1,3,5-triazine